(±)-trans-4-phenyl-3-[(3-methylisoquinolin-5-yl)carbamoyl]pyrrolidine-1-carboxylic acid tert-butyl ester C(C)(C)(C)OC(=O)N1C[C@H]([C@@H](C1)C1=CC=CC=C1)C(NC1=C2C=C(N=CC2=CC=C1)C)=O |r|